(trimethylsilyl) [3-(methyldibutoxysilyl)propyl] sulfide C[Si](CCCS[Si](C)(C)C)(OCCCC)OCCCC